bis(di-tert-butyl-4-dimethylaminophenyl-phosphine) palladium (0) [Pd].C(C)(C)(C)P(C1=CC=C(C=C1)N(C)C)C(C)(C)C.C(C)(C)(C)P(C1=CC=C(C=C1)N(C)C)C(C)(C)C